N5-[4-(1-methyl-1H-indol-3-yl)pyrimidin-2-yl]pyridin-2,3,5-triamine CN1C=C(C2=CC=CC=C12)C1=NC(=NC=C1)NC=1C=C(C(=NC1)N)N